C(C)(C)(C)OC(=O)NC1(CC2C(CN(C2)C2=CC(=C(C=C2[N+](=O)[O-])NC2=NC=C(C(=N2)C2=CN(C3=CC=CC=C23)C)C(=O)OC)OC)C1)C Methyl 2-((4-(5-((tert-butoxycarbonyl)amino)-5-methylhexahydrocyclopenta[c]pyrrol-2(1H)-yl)-2-methoxy-5-nitrophenyl)amino)-4-(1-methyl-1H-indol-3-yl)pyrimidine-5-carboxylate